methyl-4-oxoquinazolin CC1=NC2=CC=CC=C2C(N1)=O